NC1CN(C1)CC1CCN(CC1)C(=O)OC(C)(C)C tert-butyl 4-[(3-aminoazetidin-1-yl)methyl]piperidine-1-carboxylate